2-fluoro-5-(1H-indole-5-carbonyl)benzimidamide FC1=C(C(N)=N)C=C(C=C1)C(=O)C=1C=C2C=CNC2=CC1